N1=NC(=CC=C1)C1=CC=C(C=C1)NC=1C=C(C=CC1)C1=NC2=C(N1)C=C(C=C2)C(=O)O 2-(3-{[4-(Pyridazin-3-yl)phenyl]amino}phenyl)-1H-benzo[d]imidazol-6-carboxylic acid